6-(8-(benzo[d]thiazol-2-ylcarbamoyl)-3,4-dihydroisoquinolin-2(1H)-yl)-3-(1-benzyl-3-(hydroxymethyl)-5-methyl-1H-pyrazol-4-yl)picolinic acid tert-butyl ester C(C)(C)(C)OC(C1=NC(=CC=C1C=1C(=NN(C1C)CC1=CC=CC=C1)CO)N1CC2=C(C=CC=C2CC1)C(NC=1SC2=C(N1)C=CC=C2)=O)=O